N1=C(SC=2CNCCC21)CNC(=O)C2(CC1=CC=CC=C1C2)CC(=O)O 2-[2-(4,5,6,7-tetrahydrothiazolo[5,4-c]pyridin-2-ylmethylcarbamoyl)indan-2-yl]acetic acid